1-(6-n-butoxynaphthalene-2-yl)tetrahydrothiophenium nonafluoro-n-butanesulfonate FC(C(C(C(S(=O)(=O)[O-])(F)F)(F)F)(F)F)(F)F.C(CCC)OC=1C=C2C=CC(=CC2=CC1)[S+]1CCCC1